3-methyl-pyrazole-1-carboxamide CC1=NN(C=C1)C(=O)N